C(C)(C)(C)OC(=O)N1C[C@H](CC1)[C@@H](C(=O)O)CC1=CC(=CC=C1)[N+](=O)[O-] (2S)-2-[(3R)-1-tert-butoxycarbonylpyrrolidin-3-yl]-3-(3-nitrophenyl)propanoic acid